O1C(NC2=C1C=CC=C2)=O 2-Benzoxazolinon